3-((4-Chloro-3-methoxyphenyl)amino)-1-((3r,4s)-4-cyanotetrahydro-2H-pyran-3-yl)-1H-pyrazole-4-carboxamide ClC1=C(C=C(C=C1)NC1=NN(C=C1C(=O)N)[C@H]1COCC[C@@H]1C#N)OC